methyl 4,6-dichloro-2-pyrimidinecarboxylate ClC1=NC(=NC(=C1)Cl)C(=O)OC